The molecule is a 3-oxo-5beta-steroid that is 5beta-cholestan-3-one bearing two additional hydroxy substituents at positions 7alpha and 12alpha. It has a role as a human metabolite and a mouse metabolite. It is a 7alpha-hydroxy steroid, a 12alpha-hydroxy steroid and a 3-oxo-5beta-steroid. It derives from a hydride of a 5beta-cholestane. C[C@H](CCCC(C)C)[C@H]1CC[C@@H]2[C@@]1([C@H](C[C@H]3[C@H]2[C@@H](C[C@H]4[C@@]3(CCC(=O)C4)C)O)O)C